benzo[1,3]dioxole-5-carboxylic acid [2-(1-aza-spiro[3.3]hept-1-yl)-benzooxazol-5-yl]-amide N1(CCC12CCC2)C=2OC1=C(N2)C=C(C=C1)NC(=O)C1=CC2=C(OCO2)C=C1